C[C@@H]1O[C@@H](CN(C1)S(=O)(=O)C=1C=C(C#N)C=CC1C(F)(F)F)C 3-(((cis)-2,6-dimethylmorpholino)sulfonyl)-4-(trifluoromethyl)benzonitrile